4-(2-(4-(5-chloro-2-(4-chloro-1H-1,2,3-triazol-1-yl)phenyl)-2,5-dioxopiperazin-1-yl)-4-methoxybutanamido)-2-fluorobenzamide ClC=1C=CC(=C(C1)N1CC(N(CC1=O)C(C(=O)NC1=CC(=C(C(=O)N)C=C1)F)CCOC)=O)N1N=NC(=C1)Cl